C1(CC1)C1=CC(=NN1)NC1=NC(=NC2=CC=CC=C12)NC1=CC=C(C=C1)S(=O)(=O)N 4-((4-((5-cyclopropyl-1H-pyrazol-3-yl)amino)quinazolin-2-yl)amino)benzenesulfonamide